tert-butyl (2R,5S)-2-(2,6-dichloropyridin-4-yl)-5-methylmorpholine-4-carboxylate ClC1=NC(=CC(=C1)[C@@H]1CN([C@H](CO1)C)C(=O)OC(C)(C)C)Cl